(1,1,1,3,3,3-hexafluoropropan-2-yl)-4-oxo-1-(2,4,6-trifluorophenyl)-1,4-dihydro-1,8-naphthyridine-3-carboxamide FC(C(C(F)(F)F)C=1N(C2=NC=CC=C2C(C1C(=O)N)=O)C1=C(C=C(C=C1F)F)F)(F)F